benzyl ((4-(((2S)-2-((4R)-4-(3-(hydroxymethyl)phenyl)pyrrolidine-2-carboxamido)propanamido)methyl)phenyl)(imino)methyl)carbamate OCC=1C=C(C=CC1)[C@H]1CC(NC1)C(=O)N[C@H](C(=O)NCC1=CC=C(C=C1)C(=N)NC(OCC1=CC=CC=C1)=O)C